ClC1=CC=2C3=C(C(=NC2C(=C1C=1C=CC=C2C=CC=C(C12)C#N)F)O[C@@H](C)[C@H]1N(CCC1)C)NC(N3[C@@H]3C[C@H](NCC3)CC#N)=O 8-(8-chloro-1-((2S,4S)-2-(cyanomethyl)piperidin-4-yl)-6-fluoro-4-((S)-1-((S)-1-methylpyrrolidin-2-yl)ethoxy)-2-oxo-2,3-dihydro-1H-imidazo[4,5-c]quinolin-7-yl)-1-naphthonitrile